ClC=1C=2N(C=CC1)C(=NN2)SCCCOC2=C(OC1=CC=CC=C1C2=O)C2=CC=C(C=C2)OC 3-(3-((8-chloro-[1,2,4]triazolo[4,3-a]pyridin-3-yl)thio)propoxy)-2-(4-methoxyphenyl)-4H-chromen-4-one